tetrahydroxyhexyl ether OC(CCCCC(O)(O)O)OC(CCCCC(O)(O)O)O